4-(3-(1H-benzo[D]imidazol-2-yl)ureido)-N-(7-(hydroxyamino)-7-oxoheptyl)benzamide N1C(=NC2=C1C=CC=C2)NC(NC2=CC=C(C(=O)NCCCCCCC(=O)NO)C=C2)=O